(S)-6-(((1-(2,2-difluoropropyl)-1H-1,2,3-triazol-4-yl)(6-fluoro-2-methylpyridin-3-yl)methyl)amino)-4-(neopentylamino)quinoline-3,8-dicarbonitrile FC(CN1N=NC(=C1)[C@H](C=1C(=NC(=CC1)F)C)NC=1C=C2C(=C(C=NC2=C(C1)C#N)C#N)NCC(C)(C)C)(C)F